N[C@H](C(=O)O)CC=1C=NC2=CC=CN=C2C1 (S)-2-amino-3-(1,5-naphthyridin-3-yl)propanoic acid